CC1=C(O\C(\C(=O)OC)=C/OC)C=C(C=C1)I methyl (2Z)-2-(2-methyl-5-iodophenoxy)-3-methoxy-2-propenoate